(R)-2-(diphenyl-((methyldiphenylsilyl)oxy)methyl)pyrrolidine C1(=CC=CC=C1)C([C@@H]1NCCC1)(O[Si](C1=CC=CC=C1)(C1=CC=CC=C1)C)C1=CC=CC=C1